tert-butyl (3R,4R)-4-methyl-3-(methyl(2-((4-(4-methylpiperazin-1-yl)phenyl)amino)-7H-pyrrolo[2,3-d]pyrimidin-4-yl)amino)piperidine-1-carboxylate C[C@H]1[C@H](CN(CC1)C(=O)OC(C)(C)C)N(C=1C2=C(N=C(N1)NC1=CC=C(C=C1)N1CCN(CC1)C)NC=C2)C